C1(CCC1)NC1=NNC2=NC=CC(=C21)OC2=C(C=C(C=C2)NC(=O)C=2C(N(N=CC2)C2=CC=C(C=C2)F)=O)F N-(4-((3-(cyclobutyl-amino)-1H-pyrazolo-[3,4-b]pyridin-4-yl)-oxy)-3-fluorophenyl)-2-(4-fluorophenyl)-3-oxo-2,3-dihydro-pyridazine-4-carboxamide